C1(CCCCC1)P(C1=C(C(=CC=C1OC)OC)C1=C(C=C(C=C1C(C)C)C(C)C)C(C)C)C1CCCCC1 2-dicyclohexylphosphino-3,6-dimethoxy-2',4',6'-triisopropyl-1,1'-biphenyl